OC1=CC(=CC(=C1C1=C(C=CC(=C1)C)C(=C)C)OP1(OCCC(O1)C1=CC=NC=C1)=O)CCCCC 2-((6-hydroxy-5'-methyl-4-pentyl-2'-(prop-1-en-2-yl)-[1,1'-biphenyl]-2-yl)oxy)-4-(pyridin-4-yl)-1,3,2-dioxaphosphinane 2-oxide